6-Nitro-3',6'-dihydro-[3,4'-bipyridine]-1'(2'H)-carboxylic acid [N+](=O)([O-])C1=CC=C(C=N1)C=1CCN(CC1)C(=O)O